1,3-dimethyl-5,7-diisocyanatoadamantane CC12CC3(CC(CC(C1)(C3)N=C=O)(C2)N=C=O)C